C(CCCCCCCCCCCCCCC)(=O)O.OCC(O)CO.OCC(O)CO.OCC(O)CO Triglycerin Monopalmitate